bis(4-(1-methyl-4-(trifluoromethyl)-1H-imidazol-2-yl)phenyl)methanol CN1C(=NC(=C1)C(F)(F)F)C1=CC=C(C=C1)C(O)C1=CC=C(C=C1)C=1N(C=C(N1)C(F)(F)F)C